C(=S)SN(N(C1=CC=CC=2C3=CC=CC=C3N(C12)CCCC)C=O)C methyl-formyl-9-butylcarbazolylhydrazino dithioformate